N1N=CC(=C1)C=1C2=C(C(=NC1)NCC=1C=C(C(=O)NCC3=CC=NC=C3)C=CC1)CCO2 3-(((7-(1H-Pyrazol-4-yl)-2,3-dihydrofuro[3,2-c]pyridin-4-yl)amino)methyl)-N-(pyridin-4-ylmethyl)benzamid